CCN(CC)C=C N,N-diethylvinylamine